trimethyl-silicon nitrogen [N].C[Si](C)C